5-bromo-2-(chloromethyl)pyrimidine BrC=1C=NC(=NC1)CCl